1-(3-(aminomethyl)phenyl)-N-(3-(3-cyclopropyl-1-(1H-pyrrol-3-yl)propyl)phenyl)-3-(trifluoromethyl)-1H-pyrazole-5-carboxamide NCC=1C=C(C=CC1)N1N=C(C=C1C(=O)NC1=CC(=CC=C1)C(CCC1CC1)C1=CNC=C1)C(F)(F)F